cobalt-vanadium sulfide [S-2].[V+5].[Co+2]